C(C(=O)C1=CC=CC=C1)N Phenacylamine